ClC1=CC(=C(C=C1)C1=C(N(N=N1)C)CN1N=CC(=CC1=O)C1=CC(=NC=C1)OC)F 2-[[5-(4-chloro-2-fluoro-phenyl)-3-methyl-triazol-4-yl]methyl]-5-(2-methoxy-4-pyridyl)pyridazin-3-one